biphenyl-3-amine C1(=CC(=CC=C1)N)C1=CC=CC=C1